ClC=1C(=CC(=C(C1)N=CN(C)CC)C)OC1=C(C=CC=C1)F N'-[5-chloro-4-(2-fluorophenoxy)-2-methylphenyl]-N-ethyl-N-methylformamidine